CC(CC(C(NC(C=O)CC1C(NCC1)=O)=O)NC(OC(CC1=CC(=CC=C1)Cl)C1=CC(=CC=C1)Cl)=O)C 1,2-bis(3-chlorophenyl)ethyl (4-methyl-1-oxo-1-((1-oxo-3-(2-oxopyrrolidin-3-yl)propan-2-yl)amino)pentan-2-yl)carbamate